DL-2-amino-3-hydroxybutyric acid CC(C(C(=O)O)N)O